mercaptopyridine, dodecyl-benzyl-dimethyl-ammonium salt C(CCCCCCCCCCC)[N+](C)(C)CC1=CC=CC=C1.SC1=NC=CC=C1